3,6-diphenyl-phenanthrene C1(=CC=CC=C1)C=1C=CC=2C=CC3=CC=C(C=C3C2C1)C1=CC=CC=C1